(4-bromophenyl)(4-benzyloxy-3-methoxyphenyl)methanol tertbutyl-3-(2-chloro-5-fluoro-4-nitrophenoxy)-1H-pyrazole-1-carboxylate C(C)(C)(C)C=1C(=NN(C1)C(=O)OC(C1=CC(=C(C=C1)OCC1=CC=CC=C1)OC)C1=CC=C(C=C1)Br)OC1=C(C=C(C(=C1)F)[N+](=O)[O-])Cl